ClC=1C=C(C=2N(N1)C(=CN2)F)[C@@H]2[C@H](C2)C=2C=NC(=CC2)OC(F)F 6-chloro-8-[(1S,2S)-2-[6-(difluoromethoxy)-3-pyridyl]cyclopropyl]-3-fluoro-imidazo[1,2-b]pyridazine